O=C1NC(CCC1N1C(N(C2=C1C=CC(=C2)C#CCCC2CCN(CC2)C2=C(C=NC=C2)C2CN(C2)C(=O)OC(C)(C)C)C)=O)=O tert-butyl 3-(4-(4-(4-(1-(2,6-dioxopiperidin-3-yl)-3-methyl-2-oxo-2,3-dihydro-1H-benzo[d]imidazol-5-yl)but-3-yn-1-yl)piperidin-1-yl)pyridin-3-yl)azetidine-1-carboxylate